C/C(/C(=O)[O-])=C/C(=O)[O-].[Na+].[Na+] sodium methyl-maleate salt